(2S,3S)-3-phenylbutan-2-yl (tert-butoxycarbonyl)-L-alaninate C(C)(C)(C)OC(=O)N[C@@H](C)C(=O)O[C@@H](C)[C@@H](C)C1=CC=CC=C1